[Sn].[Pb].[Ag] silver-lead-tin